(S)-methyl 4-(butylthio)-2-((methoxy carbonyl)amino)butanoate C(CCC)SCC[C@@H](C(=O)OC)NC(=O)OC